C[C@@H](C(=O)NCC(=O)O)NC(=O)[C@H](CC1=CNC2=CC=CC=C21)N The molecule is a tripeptide composed of L-tryptophan, L-alanine, and glycine joined by peptide linkages. It has a role as a metabolite. It derives from a L-alanine, a L-tryptophan and a glycine.